C[C@H]1N([C@H](CN(C1)C1=C2C=NC=NC2=CC=C1)C)C(=O)OC(C)(C)C tert-butyl (2R,6S)-2,6-dimethyl-4-quinazolin-5-yl-piperazine-1-carboxylate